N[C@@H]([C@H](O)C)C(=O)O (L)-threonine